CC(C)(C)OC(=O)N1CCC[C@@H](C1)C(=O)O (S)-N-Boc-piperidine-3-carboxylic acid